2-((diphenylmethylene)amino)acetate C1(=CC=CC=C1)C(C1=CC=CC=C1)=NCC(=O)[O-]